6-(4-cyanophenyl)-N-(1-(4-fluorophenyl)ethyl)-1-(2-morpholinylethyl)-2-oxo-1,2-dihydro-1,8-naphthyridine-3-carboxamide C(#N)C1=CC=C(C=C1)C=1C=C2C=C(C(N(C2=NC1)CCN1CCOCC1)=O)C(=O)NC(C)C1=CC=C(C=C1)F